CN1N=CC=2C1=NC=NC2 1-methyl-1H-pyrazolo[3,4-d]pyrimidine